2-methyl-N~1~-[3-(pyridin-4-yl)-2,6-naphthyridin-1-yl]propane-1,2-diamine CC(CNC1=NC(=CC2=CN=CC=C12)C1=CC=NC=C1)(C)N